CC1=CC(NC(=N1)N1N=C(C(=C1)C(=O)N1CCC(CC1)C(F)(F)F)C)=O 6-methyl-2-{3-methyl-4-[4-(trifluoromethyl)piperidine-1-carbonyl]-1H-pyrazol-1-yl}-3,4-dihydropyrimidin-4-one